1,3,5-trimethyl-benzoyl chloride CC1(C(=O)Cl)CC(=CC(=C1)C)C